ClC=1C=NN2C1C(=CC(=C2)C=2N=NN(C2C)[C@@H]2[C@H](CN(CC2)C#N)O)OCC(C)(O)C2=NC=C(C=C2)F (3S,4S)-4-[4-[3-Chloro-4-[2-(5-fluoro-2-pyridyl)-2-hydroxy-propoxy]pyrazolo[1,5-a]pyridin-6-yl]-5-methyl-triazol-1-yl]-3-hydroxy-piperidine-1-carbonitrile